C(C)(=O)OC(COC1=CC=C(C=C1)C(C)(C)C1=CC(=C(C(=C1)Cl)OCC(CCl)OC(C)=O)Cl)COC(C)C 1-(4-(2-(4-(2-acetoxy-3-chloropropoxy)-3,5-dichlorophenyl)propan-2-yl)phenoxy)-3-isopropoxypropan-2-yl acetate